2'-O,4'-C-methylene adenosine-3'-phosphate P(=O)(O)(O)O[C@H]1[C@@H]2[C@@H](O[C@@]1(CO)CO2)N2C=NC=1C(N)=NC=NC21